bis[γ-(triethoxysilyl) propyl] sulfide C(C)O[Si](CCCSCCC[Si](OCC)(OCC)OCC)(OCC)OCC